2,3,5,6-tetrafluorobenzylamine FC1=C(CN)C(=C(C=C1F)F)F